FC1(CC=C(CC1)C=1C=NC=C(C1N)C1=C(C=CC(=C1)F)F)F 3-(4,4-difluorocyclohex-1-en-1-yl)-5-(2,5-difluorophenyl)pyridin-4-amine